p-aminoBocphenylacetaldehyde NC1=CC=C(C=C1)C(C=O)C(=O)OC(C)(C)C